CC1CC(CC(C1)N)N 1-methyl-3,5-cyclohexanediamine